ClC1=CC=C(S1)CNC1=CC(=NN1)C1NCCN(C1)S(=O)(=O)C N-[(5-Chlorothiophen-2-yl)methyl]-3-(4-methansulfonylpiperazin-2-yl)-1H-pyrazol-5-amin